[K+].N1(CCNCC1)C(=O)[O-] piperazin-1-carboxylate potassium salt